dioctyl diisopropylphosphoramidite C(C)(C)N(P(OCCCCCCCC)OCCCCCCCC)C(C)C